4-amino-N-((5-cyano-2-pyridinyl)methyl)-7-fluoro-N-(2-propanyl)-1,3-dihydrofuro[3,4-c]quinoline-8-carboxamide NC1=NC=2C=C(C(=CC2C2=C1COC2)C(=O)N(C(C)C)CC2=NC=C(C=C2)C#N)F